5,7-difluoro-N-(3-fluoro-4-methoxyphenethyl)-N-(prop-2-yn-1-yl)-benzo[d]thiazol-2-amine FC=1C=C(C2=C(N=C(S2)N(CC#C)CCC2=CC(=C(C=C2)OC)F)C1)F